N1N=CC(=C1)C=1C(=NC=CC1C=1C=NN(C1)CC1=CC=C(C=C1)C(F)(F)F)N 3-(1H-pyrazol-4-yl)-4-(1-{[p-(trifluoromethyl)phenyl]methyl}-1H-pyrazol-4-yl)-2-pyridylamine